(R)-5-((((3'-chloro-2'-(2-chloro-3-((2-fluoro-3-(((2-hydroxyethyl)amino)methyl)phenyl)amino)phenyl)-6-methoxy-[2,4'-bipyridin]-5-yl)methyl)amino)methyl)pyrrolidin-2-one ClC=1C(=NC=CC1C1=NC(=C(C=C1)CNC[C@H]1CCC(N1)=O)OC)C1=C(C(=CC=C1)NC1=C(C(=CC=C1)CNCCO)F)Cl